tin oxide chloride hydroxide [OH-].[Cl-].[Sn+2]=O